[Cl-].ClC=CC[N+]12CN3CN(CN(C1)C3)C2 1-(3-chloro-allyl)-3,5,7-triaza-1-azoniaadamantane chloride